CC(C(=O)O)(COC(C=C)=O)C 2,2-dimethyl-3-(propenoyloxy)propanoic acid